chloroisoquinolinone C1=CC=C2C(=C1)C=C(NC2=O)Cl